FC(C1=C(C=C(C=C1)N)C1=C(C=CC(=C1)N)C(F)(F)F)(F)F 2,2'-Bis(trifluoromethyl)-5,5'-Diaminobiphenyl